S(N)(=O)(=O)F SULFAMOYL FLUORIDE